NCCNCCC[SiH2]C(OC)OC 3-(2-aminoethylamino)-propyl-dimethoxymethylsilane